[I-].C[N+]1=CN(C2=C1C=CC=C2)C 1,3-dimethylbenz-imidazolium iodide